N-(3-chloro-5-cyanophenyl)-4-(4-(3,4-dichlorophenyl)-1H-1,2,3-triazol-1-yl)-5-hydroxy-N-((1R,2R)-2-hydroxycyclobutyl)-6-(hydroxymethyl)-3-methoxytetrahydro-2H-pyran-2-carboxamide ClC=1C=C(C=C(C1)C#N)N(C(=O)C1OC(C(C(C1OC)N1N=NC(=C1)C1=CC(=C(C=C1)Cl)Cl)O)CO)[C@H]1[C@@H](CC1)O